2-((1H-pyrrolo[2,3-b]pyridin-5-yl)oxy)-4-(4-(2-phenylpyrrolidin-1-yl)piperidin-1-yl)benzoic acid N1C=CC=2C1=NC=C(C2)OC2=C(C(=O)O)C=CC(=C2)N2CCC(CC2)N2C(CCC2)C2=CC=CC=C2